C(C1=CC=CC=C1)C1=C(SC=2N3C(COCC21)=NN=C3C)C=3C=NNC3 3-benzyl-9-methyl-2-(1H-pyrazol-4-yl)-4H,6H-thieno[2,3-e][1,2,4]triazolo[3,4-c][1,4]oxazepine